FC1=C(C(=CC(=C1)F)OC)C(C)N1C[C@@H](N(C[C@H]1CC)C=1C=2C(N(C(C1)=O)C)=CN(N2)CC#N)CC 2-(7-((2S,5R)-4-(1-(2,4-difluoro-6-methoxyphenyl)ethyl)-2,5-diethylpiperazin-1-yl)-4-methyl-5-oxo-4,5-dihydro-2H-pyrazolo[4,3-b]pyridin-2-yl)acetonitrile